2-Bromo-5-iodobenzaldehyde BrC1=C(C=O)C=C(C=C1)I